cetyl-N-methyl-N-(2-hydroxyethyl)-2-oxoethylamine C(CCCCCCCCCCCCCCC)C(CN(CCO)C)=O